[N+](#[C-])CCC1=CN(C2=CC=CC=C12)C 3-(2-isocyanoethyl)-1-methyl-indole